FC1=C(C(=C(C(=C1[B-](C1=C(C(=C(C(=C1F)F)F)F)F)(C1=C(C(=C(C(=C1F)F)F)F)F)C1=C(C(=C(C(=C1F)F)F)F)F)F)F)F)F.C(C)[Si+](CC)CC Triethylsilylium tetrakis(pentafluorophenyl)borate